ClC(C1=C2C(=NC(=C1)O)N(N=C2C#N)C2=C(C=C(C=C2Cl)C(F)(F)F)Cl)(F)F 4-(chlorodifluoromethyl)-1-(2,6-dichloro-4-(trifluoromethyl)phenyl)-6-hydroxy-1H-pyrazolo[3,4-b]pyridine-3-carbonitrile